BrC=1C=C(C=C2C=C(C=NC12)OCC(F)F)Cl 8-bromo-6-chloro-3-(2,2-difluoroethoxy)quinoline